6-(1-hydroxy-2-(methylamino)ethyl)benzo[d]oxazol-2(3H)-one OC(CNC)C1=CC2=C(NC(O2)=O)C=C1